(S)- or (R)-2-(4-fluoro-2,6-diisopropylphenyl)-N-(3-fluoro-5-(2-hydroxypropan-2-yl)thiophen-2-ylsulfonimidoyl)acetamide FC1=CC(=C(C(=C1)C(C)C)CC(=O)N[S@@](=O)(=N)C=1SC(=CC1F)C(C)(C)O)C(C)C |o1:14|